rel-3-chloro-4-((3,5-difluoropyridin-2-yl)methoxy)-2'-(2-(2-hydroxypropan-2-yl)pyrimidin-4-yl)-3',5',6-trimethyl-2H-[1,4'-bipyridin]-2-one ClC=1C(N(C(=CC1OCC1=NC=C(C=C1F)F)C)C1=C(C(=NC=C1C)C1=NC(=NC=C1)C(C)(C)O)C)=O